The molecule is an optically active form of 2-(hydroxymethyl)piperidine-3,4,5-triol having 2R,3R,4R,5S-configuration. It has a role as an EC 3.2.1.20 (alpha-glucosidase) inhibitor, an anti-HIV agent, an anti-obesity agent, a bacterial metabolite, a hypoglycemic agent, a hepatoprotective agent and a plant metabolite. C1[C@@H]([C@H]([C@@H]([C@H](N1)CO)O)O)O